ClCC(O)C1=CC=C(C=C1)Cl 2-chloro-1-(4-chlorophenyl)ethanol